FC(C(=O)O)(F)F.C(C)N1C2=C(C=3C=CC=CC13)CNCC2 5-ethyl-2,3,4,5-tetrahydro-1H-pyrido[4,3-b]indole trifluoroacetate